2-(3-Cyano-4-phenoxyphenyl)-7-hydroxythiazolo[5,4-d]pyrimidin C(#N)C=1C=C(C=CC1OC1=CC=CC=C1)C=1SC=2N=CN=C(C2N1)O